3-(3,5-dimethyl-1-(3-methyl-[1,2,4]triazolo[4,3-b]pyridazin-6-yl)-1H-pyrazol-4-yl)-1-(4-(3-(methylsulfonyl)benzyl)piperazin-1-yl)propan-1-one CC1=NN(C(=C1CCC(=O)N1CCN(CC1)CC1=CC(=CC=C1)S(=O)(=O)C)C)C=1C=CC=2N(N1)C(=NN2)C